COC1=C(C=C(C=C1)C1(CC1)OC)S(=O)(=O)N 2-methoxy-5-(1-methoxycyclopropyl)benzenesulfonamide